OC(C=1C=CC2=C(C(=C(O2)C)C(=O)OCC)C1)C1=CC=CC=C1 ethyl 5-(hydroxy(phenyl)methyl)-2-methylbenzofuran-3-carboxylate